Racemic-p-acetylphenylalanine C(C)(=O)C1=CC=C(C[C@H](N)C(=O)O)C=C1 |r|